1-[1-(3-chloro-6-oxo-1H-pyridazin-5-yl)ethyl]-3-fluoro-pyrazol ClC1=NNC(C(=C1)C(C)N1N=C(C=C1)F)=O